C12(CCC(CC1)C2)C2=NN(C(=C2)N)C(C)(C)C 3-(bicyclo[2.2.1]hept-1-yl)-1-(tert-butyl)-1H-pyrazol-5-amine